FCC(CN(CCC(C(=O)O)NC(=O)C=1C=NC=CC1C(F)(F)F)CCCCC1=NC=2NCCCC2C=C1)OC 4-[[3-fluoro-2-methoxy-propyl]-[4-(5,6,7,8-tetrahydro-1,8-naphthyridin-2-yl)butyl]amino]-2-[[4-(trifluoromethyl)pyridine-3-carbonyl]amino]butanoic acid